2,6-difluoro-3-(3-fluoropropylsulfonylamino)benzoic acid FC1=C(C(=O)O)C(=CC=C1NS(=O)(=O)CCCF)F